O=C(OCCOCCN(C)C)N(CC1=CC(=CC=C1)OC)CC1=CC(=CC=C1)OC 7-oxo-9-(3-methoxyphenyl)-8-(3-methoxybenzyl)-3,6-dioxa-8-aza-nonyl-N,N-dimethylamine